(cis)-3,6-dodecadienoic acid C(C\C=C/CC=CCCCCC)(=O)O